1-((7-(5-Chloro-1-((4-fluoropiperidin-4-yl)methyl)-1H-indol-7-yl)thieno[3,2-b]pyridin-2-yl)methyl)-3,3-dimethylpiperidine-2,6-dione trifluoroacetate FC(C(=O)O)(F)F.ClC=1C=C2C=CN(C2=C(C1)C1=C2C(=NC=C1)C=C(S2)CN2C(C(CCC2=O)(C)C)=O)CC2(CCNCC2)F